ClC1=C(SC=C1)C(C(C)N1N=C(N=C1)C(F)(F)F)=NNC=O 2-[1-(3-chloro-2-thienyl)-2-[3-(trifluoromethyl)-1H-1,2,4-triazol-1-yl]propylidene]hydrazinecarboxaldehyde